methacrylic acid-6,7-epoxyheptyl ester C(CCCCC1CO1)OC(C(=C)C)=O